2-(2-fluorophenyl)imidazole methyl-2-(bromomethyl)-4-(4-(4-(bromomethyl)-3-(methoxycarbonyl)phenoxy)butoxy)benzoate COC(C1=C(C=C(C=C1)OCCCCOC1=CC(=C(C=C1)CBr)C(=O)OC)CBr)=O.FC1=C(C=CC=C1)C=1NC=CN1